4-(2,3-dihydroindol-1-yl)-2,2,6,6-tetramethylpiperidin-1-ol N1(CCC2=CC=CC=C12)C1CC(N(C(C1)(C)C)O)(C)C